1-methyl-3-(methylamino)-1H-pyrazole-4-carboxylic acid ethyl ester C(C)OC(=O)C=1C(=NN(C1)C)NC